CC1=C(C=CC(=C1)C)S(=O)(=O)OC12COC(CC1)(CC2)C=O (1-formyl-2-oxabicyclo[2.2.2]oct-4-yl) methyl-4-methylbenzenesulfonate